3-(5-(1-((1H-indazol-4-yl)methyl)piperidin-4-yl)-1-oxoisoindolin-2-yl)piperidine-2,6-dione N1N=CC2=C(C=CC=C12)CN1CCC(CC1)C=1C=C2CN(C(C2=CC1)=O)C1C(NC(CC1)=O)=O